(S)-4-methyl-2-(3-(3-(5-methyl-1,2,4-oxadiazol-3-yl)benzoylamino)-6-(methylamino)hexanamido)thiazole-5-carboxylic acid CC=1N=C(SC1C(=O)O)NC(C[C@H](CCCNC)NC(C1=CC(=CC=C1)C1=NOC(=N1)C)=O)=O